(R)-3-((1-(2-(5-fluoroisoindolin-2-yl)-3,6-dimethyl-4-oxo-3,4-dihydro-quinazolin-8-yl)ethyl)amino)-6-methoxy-N-(methylsulfonyl)picolinamide FC=1C=C2CN(CC2=CC1)C1=NC2=C(C=C(C=C2C(N1C)=O)C)[C@@H](C)NC=1C(=NC(=CC1)OC)C(=O)NS(=O)(=O)C